ClC1=CC2=NC3CCCCC3C(=C2C=C1)NCCN(CCNC=1C2=CC=C(C=C2N=C2CCCCC12)Cl)C N-[2-(6-Chloro-1,2,3,4,4a,9a-hexahydro-acridin-9-ylamino)-ethyl]-N'-(6-chloro-1,2,3,4-tetrahydro-acridin-9-yl)-N-methyl-ethane-1,2-diamine